(2-acryloyloxybutyl)trimethylammonium bromide [Br-].C(C=C)(=O)OC(C[N+](C)(C)C)CC